C1([C@@H](O)[C@H](O)[C@H](O)[C@@H](O1)C)[C@]1([C@H]([C@H](O[C@H]2[C@@H]([C@H](C(O)O[C@@H]2CO)O)O)O[C@@H]([C@@H]1O)CO)O)O 3'-fucosyl-lactose